C(CCCCCCCCCCCCCCC)C(C(=O)O)CCCCCC.C(CCCCCCC)(=O)OCCCCCCCCCCCCCCCC cetyl octanoate (cetylcaprylate)